N1(CCOCC1)C(=O)C=1C=NN2C1N=C(C=C2)C2=CC=CC=C2 Morpholinyl-(5-phenylpyrazolo[1,5-a]pyrimidin-3-yl)methanone